methyl 3-chloro-2-(hydroxymethyl)isonicotinate ClC1=C(C(=O)OC)C=CN=C1CO